(R)-1-(2-methyl-3-(trifluoromethyl)phenyl)ethan-1-amine hydrochloride Cl.CC1=C(C=CC=C1C(F)(F)F)[C@@H](C)N